CC(CN)CC(CCN)C 2,4-dimethylhexylenediamine